C(CCCCCCCCCCCCCCCCC)(=O)OC methyl cis-octadecanoate